FC1CCS(=O)(=O)O1 3-fluoropropanesultone